COC=1C=C2C(=NC=NC2=CC1OC)OC1=CC=CC2=C1C(=C(O2)C)C(=O)NC ((6,7-dimethoxyquinazoline-4-yl)oxy)-N,2-dimethyl-benzofuran-3-carboxamide